5-isopropyl-3-((2-(1-methyl-1H-pyrazol-4-yl)pyrimidin-4-yl)amino)isoquinoline C(C)(C)C1=C2C=C(N=CC2=CC=C1)NC1=NC(=NC=C1)C=1C=NN(C1)C